BrC=1C=CC(=NC1)C(C(CN1N=C(N=C1)C)(O)C1=CC(=CC=C1)F)(F)F 1-(5-bromopyridin-2-yl)-1,1-difluoro-2-(3-fluorophenyl)-3-(3-methyl-1H-1,2,4-triazol-1-yl)propan-2-ol